2-propylamine oxide CC(C)[NH2]=O